N'-{(2S,3R)-4,4-difluoro-1-(1-hydroxycyclobutane-1-carbonyl)-2-[(2,2',3'-trifluoro[1,1'-biphenyl]-3-yl)methyl]pyrrolidin-3-yl}-N,N-dimethylsulfuric diamide FC1([C@@H]([C@@H](N(C1)C(=O)C1(CCC1)O)CC=1C(=C(C=CC1)C1=C(C(=CC=C1)F)F)F)NS(N(C)C)(=O)=O)F